C[C@H]1N(CCOC1)C1=CC(=C2C(=N1)C(=NS2)C2=CC(=NN2)C)C(C)(C)S(=O)(=O)C (R)-3-methyl-4-(3-(3-methyl-1H-pyrazol-5-yl)-7-(2-(methylsulfonyl)propan-2-yl)isothiazolo[4,5-b]pyridin-5-yl)morpholine